C(C)(C)OC=1C=C2C(=NN(C2=CC1)C(C1=CC=CC=C1)(C1=CC=CC=C1)C1=CC=CC=C1)C=1C=C(N=NC1)N1C[C@@H](CC1)O (R)-1-(5-(5-isopropoxy-1-trityl-1H-indazol-3-yl)pyridazin-3-yl)pyrrolidin-3-ol